COC[C@@H](CC(C)C)NC1=N\C(\C(N1C)=O)=C/C=1C=C2C=NN(C2=CC1)C (5Z)-2-[[(1R)-1-(Methoxymethyl)-3-methyl-butyl]amino]-3-methyl-5-[(1-methylindazol-5-yl)methylene]imidazol-4-one